(S)-N-(3-cyanophenyl)-4-((1-((4-chlorophenyl)amino)-1-oxopropan-2-yl)oxy)benzamide C(#N)C=1C=C(C=CC1)NC(C1=CC=C(C=C1)O[C@H](C(=O)NC1=CC=C(C=C1)Cl)C)=O